(R)-N-(1-(3-amino-5-(trifluoromethyl)phenyl)ethyl)-7-(3,6-dihydro-2H-thiopyran-4-yl)imidazo[1,2-a]quinazolin-5-amine NC=1C=C(C=C(C1)C(F)(F)F)[C@@H](C)NC1=NC=2N(C3=CC=C(C=C13)C=1CCSCC1)C=CN2